ClC1=C(C(=CC(=C1)C#N)Cl)NC=1N(C2=NC(=NC=C2N1)N[C@H](CO)C)C1CCC(CC1)C(=O)N (1R,4s)-4-(8-(2,6-dichloro-4-cyanophenylamino)-2-((S)-1-hydroxypropan-2-ylamino)-9H-purin-9-yl)cyclohexanecarboxamide